C(C)(C)(C)C1=NC(=NO1)C1=C(C=C(C(=O)O)C=C1)F 4-(5-tert-butyl-1,2,4-oxadiazol-3-yl)-3-fluoro-benzoic acid